methyl (S)-4-(8,8-difluoro-2-(2-(5,6,7,8-tetrahydro-1,8-naphthyridin-2-yl)ethyl)-2,6-diazaspiro[3.4]octan-6-yl)-3-(3-(3,5-dimethyl-1H-pyrazol-1-yl)phenyl)butanoate FC1(CN(CC12CN(C2)CCC2=NC=1NCCCC1C=C2)C[C@@H](CC(=O)OC)C2=CC(=CC=C2)N2N=C(C=C2C)C)F